thiazole-4-carboxylic acid 2-mercaptoethyl ester SCCOC(=O)C=1N=CSC1